tert-butyl 4-(3-(2,6-dioxopiperidin-3-yl)-2-oxo-2,3-dihydrobenzo[d]oxazol-6-yl)-3,6-dihydropyridine-1(2H)-carboxylate O=C1NC(CCC1N1C(OC2=C1C=CC(=C2)C=2CCN(CC2)C(=O)OC(C)(C)C)=O)=O